C(C)(C)(C)OC([C@@H](NC([C@@H](NC(C(N)C(=O)OC(C)(C)C)=O)CC1=CC=CC=C1)=O)CCCCNC1=C(C(C1=O)=O)OC)=O 2-(tert-Butoxycarbonyl)glycyl-L-phenylalanyl-N6-(2-methoxy-3,4-dioxocyclobut-1-en-1-yl)-L-lysine tert-butyl ester